4-Cyclododecylbenzene-1,3-diol C1(CCCCCCCCCCC1)C1=C(C=C(C=C1)O)O